FN([C@@H](CO)C(=O)O)C1=CC=CC=C1 fluoro-phenylserine